3-[5-[[4-[2-(4-Amino-1-piperidyl)ethyl]piperazin-1-yl]methyl]-3-methyl-2-oxo-benzimidazol-1-yl]piperidine-2,6-dione NC1CCN(CC1)CCN1CCN(CC1)CC1=CC2=C(N(C(N2C)=O)C2C(NC(CC2)=O)=O)C=C1